C(#N)[C@H]1N(CCC1)C(CN1C[C@H](CC1)NC(=O)C=1C=NC2=CC=CC=C2C1)=O N-((S)-1-(2-((S)-2-Cyanopyrrolidin-1-yl)-2-oxoethyl)pyrrolidin-3-yl)chinolin-3-carboxamid